5-(2-(((3R,4S)-3-fluoro-1-((1-methyl-1H-pyrazol-4-yl)sulfonyl)piperidin-4-yl)amino)-5-(trifluoromethyl)pyrimidin-4-yl)isothiazole-3-carboxamide F[C@@H]1CN(CC[C@@H]1NC1=NC=C(C(=N1)C1=CC(=NS1)C(=O)N)C(F)(F)F)S(=O)(=O)C=1C=NN(C1)C